C(C)(C)C1=CC=C(C=C1)CC(=O)N[C@H](C)C=1C=C2C(=CN1)N(N=C2C)CC(F)(F)F (R)-2-(4-isopropylphenyl)-N-(1-(3-methyl-1-(2,2,2-trifluoroethyl)-1H-pyrazolo[3,4-c]pyridin-5-yl)ethyl)acetamide